COC1=CC=C(C[C@H](N)C(=O)O)C=C1 4-Methoxy-phenylalanin